2,3,6-trimethylbenzaldehyde CC1=C(C=O)C(=CC=C1C)C